C1(CC1)CNC(=O)C1=C(C=C(CC2=CC(=C(C=3CCOC32)F)C(=O)N[C@H]3CCOC[C@@H]3O)C=C1)F 1,5-anhydro-3-(((7-(4-((cyclopropylmethyl)-carbamoyl)-3-fluorobenzyl)-4-fluoro-2,3-dihydro-1-benzofuran-5-yl)carbonyl)amino)-2,3-dideoxy-L-threo-pentitol